(3,4-Epoxycyclohexyl)ethyltri-(isobutoxy)silan C1(CC2C(CC1)O2)CC[Si](OCC(C)C)(OCC(C)C)OCC(C)C